(S)-ethyl 3-(7-chloro-3-cyclopropyl-2-oxo-5-phenyl-2,3-dihydro-1H-benzo[e][1,4]diazepin-1-yl)propanoate ClC1=CC2=C(N(C([C@@H](N=C2C2=CC=CC=C2)C2CC2)=O)CCC(=O)OCC)C=C1